2-[({4-[(2R)-4-[2-chloro-4-(trifluoromethyl)benzoyl]-2-ethylpiperazin-1-yl]-2'-ethoxy-[1,1'-biphenyl]-3-yl}methyl)amino]ethan-1-ol ClC1=C(C(=O)N2C[C@H](N(CC2)C2=C(C=C(C=C2)C2=C(C=CC=C2)OCC)CNCCO)CC)C=CC(=C1)C(F)(F)F